N-(3-((3-(9H-purin-6-yl)pyridin-2-yl)amino)-4-methylphenyl)-2-(1,4-diazabicyclo[3.2.1]octan-4-yl)acetamide N1=CN=C2NC=NC2=C1C=1C(=NC=CC1)NC=1C=C(C=CC1C)NC(CN1CCN2CCC1C2)=O